3-(2-methyl-4-nitrophenoxy)bicyclo[3.1.0]hexane CC1=C(OC2CC3CC3C2)C=CC(=C1)[N+](=O)[O-]